CC1=C(C=CC=C1C)N1CCN(CC1)C(CN1N=C(C2=C1C[C@@H]1[C@H]2C1)C(=O)N1CC2(C1)CN(CC2)C)=O 1-[4-(2,3-dimethylphenyl)piperazin-1-yl]-2-[(3bR,4aR)-3-(6-methyl-2,6-diazaspiro[3.4]octane-2-carbonyl)-3b,4,4a,5-tetrahydro-1H-cyclopropa[3,4]cyclopenta[1,2-c]pyrazol-1-yl]ethan-1-one